N-[(4-bromo-2-cyano-phenyl)methyl]-N-tert-butoxycarbonyl-carbamic acid tert-butyl ester C(C)(C)(C)OC(N(C(=O)OC(C)(C)C)CC1=C(C=C(C=C1)Br)C#N)=O